C(CCCCC)[Si](OCCCCCC)(OCCCCCC)OCCCCCC n-hexyltri(n-hexoxy)silane